CC1=CC=C(C=C1)S(=O)(=O)O.C(CC)C(C(=O)N)=C propylacrylamide p-toluenesulfonate